N-(5-phenoxypyrimidin-2-yl)-6-(3-piperidyl)quinazolin-4-amine O(C1=CC=CC=C1)C=1C=NC(=NC1)NC1=NC=NC2=CC=C(C=C12)C1CNCCC1